methyl-2,5-diazabicyclo[2.2.1]heptan CC12NCC(NC1)C2